ClC1=NC2=CC=CN=C2C=C1NC(C1=CC(=CC(=C1)C(F)(F)F)F)=O N-(2-chloro-1,5-naphthyridin-3-yl)-3-fluoro-5-trifluoromethyl-benzamide